ClC1=C(C(=C(C=C1)C=1N=NN(C1)C1[C@H]([C@H](O[C@H]2[C@@H]1OC(OC2)(C)C)CC#C)OC)F)F 4-(4-chloro-2,3-difluorophenyl)-1-((4ar,6r,7r,8ar)-7-methoxy-2,2-dimethyl-6-(prop-2-yn-1-yl)hexahydropyrano[3,2-d][1,3]dioxin-8-yl)-1H-1,2,3-triazole